ClC=1C(=NC=CC1)N1N=C(C=C1C1=C(C2=C(C(OC=N2)=O)C2=C1OC(O2)(F)F)C)CN2N=C(N=N2)C2=CC=C(C=C2)C(F)(F)F [2-(3-chloro-2-pyridyl)-5-[[5-[4-(trifluoromethyl)phenyl]tetrazol-2-yl]methyl]pyrazol-3-yl]-2,2-difluoro-5-methyl-[1,3]dioxolo[4,5-f][3,1]benzoxazin-9-one